NC=1C(=NC=CC1C#N)C1CCN(CC1)C(=O)OC(C)(C)C tert-butyl 4-(3-amino-4-cyanopyridin-2-yl)piperidine-1-carboxylate